m-Xylen-diamin C=1(C(=C(C(=CC1)N)C)N)C